C(C)(C)(C)OC(=O)N1CCN(CC1)C(NC=1C=NC(=CC1)N1N=C(C(=C1O)C1=CC=C(C=C1)C#N)C)=O 4-((6-(4-(4-cyanophenyl)-5-hydroxy-3-methyl-1H-pyrazol-1-yl)pyridin-3-yl)carbamoyl)piperazine-1-carboxylic acid tert-butyl ester